Cl.C(C1=CC=CC=C1)OC1=NN(C(=C1Br)C1=CC(=C(C=C1)F)F)C1=NC=CN=C1 2-[3-(Benzyloxy)-4-bromo-5-(3,4-difluorophenyl)-1H-pyrazol-1-yl]pyrazine HYDROCHlORIDE